{5-[(2S)-3-(tert-butoxy)-2-[(3R)-1-[(tert-butoxy)carbonyl]pyrrolidin-3-yl]-3-oxopropyl]pyridin-3-yl}boronic acid C(C)(C)(C)OC([C@@H](CC=1C=C(C=NC1)B(O)O)[C@@H]1CN(CC1)C(=O)OC(C)(C)C)=O